CC1=NC(=CC(=N1)N)Cl 2-methyl-6-chloropyrimidin-4-amine